(1's,3R,17'S,20's)-7',10',19'-trioxa-12'-azaspiro[morpholine-3,16'-tetracyclo[18.2.2.12,6.012,17]pentacosane] C12C3CCCC(OCCOCN4CCC[C@]5([C@H]4COC(CC1)CC2)NCCOC5)C3